N1CC(C1)OC1=CC(=C(C=C1)[C@H]1N([C@@H](CC2=C3C(=CC=C12)NN=C3)C)CC(F)F)OC (6S,8R)-6-(4-(azetidin-3-yloxy)-2-methoxyphenyl)-7-(2,2-difluoroethyl)-8-methyl-6,7,8,9-tetrahydro-3H-pyrazolo[4,3-f]isoquinoline